(2R,3S,5R)-5-(6-amino-2-fluoro-9H-purin-9-yl)-2-ethynyl-2-((palmitoyloxy)methyl)tetrahydrofuran-3-yl palmitate C(CCCCCCCCCCCCCCC)(=O)O[C@@H]1[C@](O[C@H](C1)N1C2=NC(=NC(=C2N=C1)N)F)(COC(CCCCCCCCCCCCCCC)=O)C#C